C(C1=CC=CC=C1)N1C(C2=C(C=3C=CC=NC13)CCN(C2)CC2=CC=NN2C)=O 6-benzyl-3-((1-methyl-1H-pyrazol-5-yl)methyl)-2,3,4,6-tetrahydropyrido[3,4-c][1,8]naphthyridine-5(1H)-one